FC1=C(C=CC(=C1)N1C(CCC1)=O)N1N=C(C(C(=C1)OC)=O)C1=CC=NN1C1=CC=CC=C1 1-[2-fluoro-4-(2-oxopyrrolidin-1-yl)phenyl]-5-methoxy-3-(1-phenyl-1H-pyrazol-5-yl)pyridazin-4(1H)-one